((N-cyclopropylsulfamoyl)amino)-2,3-dihydro-1H-indene-4-carboxamide C1(CC1)NS(=O)(=O)NC1CCC=2C(=CC=CC12)C(=O)N